1,4-bis(maleimido)butane C1(C=CC(N1CCCCN1C(C=CC1=O)=O)=O)=O